6-chloro-N-(6-chloro-2,5-difluoropyridin-3-yl)-1H-indole-3-sulfonamide ClC1=CC=C2C(=CNC2=C1)S(=O)(=O)NC=1C(=NC(=C(C1)F)Cl)F